6-chloro-5-cyclopropyl-2-(4,4-difluoropiperidin-1-yl)nicotinamide (2Z)-2,3-dibromobut-2-ene-1,4-diyl-diacetate Br\C(\CCC(=O)O)=C(\CCC(=O)O)/Br.ClC1=NC(=C(C(=O)N)C=C1C1CC1)N1CCC(CC1)(F)F